2,5-dimethyl-6-phenyl-Phenol CC1=C(C(=C(C=C1)C)C1=CC=CC=C1)O